ClC1=CC(=C(C=2N1N=CN2)C(=O)OC)Cl methyl 5,7-dichloro-[1,2,4]triazolo[1,5-a]pyridine-8-carboxylate